[Si](C)(C)(C(C)(C)C)N1[C@@H]([C@H](C1=O)C\C=C\Cl)C(=O)OCC1=CC=CC=C1 benzyl (2S,3R)-1-[tert-butyl (dimethyl) silyl]-3-[(2E)-3-chloroprop-2-en-1-yl]-4-oxoazetidine-2-carboxylate